FC1=C(C(=C(C(=C1F)OC(F)(F)F)F)F)CO 2,3,5,6-tetrafluoro-4-(trifluoromethoxy)benzenemethanol